ethyl (2-(4-(1-(4-chloro-3-fluorophenyl)-3,3-dimethyl-2,3-dihydro-1H-pyrrolo[3,2-b]pyridine-5-carbonyl)-3,3-dimethylpiperazin-1-yl)thiazole-4-carbonyl)glycinate ClC1=C(C=C(C=C1)N1CC(C2=NC(=CC=C21)C(=O)N2C(CN(CC2)C=2SC=C(N2)C(=O)NCC(=O)OCC)(C)C)(C)C)F